1-(p-tolyl)-2-toluenesulfonic acid C1(=CC=C(C=C1)C1(C)C(C=CC=C1)S(=O)(=O)O)C